carboxyl-vinyl chloride C(=O)(O)C=CCl